6-Amino-5-bromo-2H-spiro[furo[3,2-b]pyridine-3,4'-piperidin]-1'-carboxylic acid tert-butyl ester C(C)(C)(C)OC(=O)N1CCC2(CC1)COC=1C2=NC(=C(C1)N)Br